N12C[C@H](C(CC1)CC2)OC(N[C@@H]2C(CC1=CC(=C(C=C21)F)C2=CC(=C(C=C2)OC(C)C)OC)(C)C)=O (S)-quinuclidin-3-yl((R)-6-fluoro-5-(4-isopropoxy-3-methoxyphenyl)-2,2-dimethyl-2,3-dihydro-1H-inden-1-yl)carbamate